C1NCC2CNCC(C21)C(=O)O octahydro-1H-pyrrolo[3,4-c]Pyridine-7-carboxylic acid